5-[2-(trifluoromethyl)phenyl]-1H-pyrazole FC(C1=C(C=CC=C1)C1=CC=NN1)(F)F